5-[2-(4-methoxyphenyl-amino)vinyl]-4-cyano-3-(2-chlorophenyl)isoxazole COC1=CC=C(C=C1)NC=CC1=C(C(=NO1)C1=C(C=CC=C1)Cl)C#N